[Cl-].[Li+].C(C)(C)[Mg]Cl iso-propyl-magnesium chloride lithium chloride